3-(3,5-dibromo-4-hydroxybenzoyl)-2-ethylbenzofuran-6-diazonium tetrafluoroborate F[B-](F)(F)F.BrC=1C=C(C(=O)C2=C(OC3=C2C=CC(=C3)[N+]#N)CC)C=C(C1O)Br